2-chloro-5-(dimethoxymethyl)pyrimidine ClC1=NC=C(C=N1)C(OC)OC